FC=1C(=NC=CC1)C1=CN=C(S1)N 5-(3-fluoro-2-pyridyl)thiazol-2-amine